FC1=C(COC=2C=C3CCC(C3=CC2)N2CC(C2)C(=O)O)C=C(C=C1)F 1-(5-((2,5-difluoro-benzyl)oxy)-2,3-dihydro-1H-inden-1-yl)azetidine-3-carboxylic acid